CC1=NC(=CC(=C1)C=1NC2=CC=C(C=C2C1C(C)C)C1CCN(CC1)CC(=O)N1CCCCC1)C 2-(4-(2-(2,6-dimethylpyridin-4-yl)-3-isopropyl-1H-indol-5-yl)piperidin-1-yl)-1-(piperidin-1-yl)ethan-1-one